Adenosine-3'-monophosphate P(=O)(O)(O)O[C@H]1[C@H]([C@@H](O[C@@H]1CO)N1C=NC=2C(N)=NC=NC12)O